[C@H]12C(NC([C@H](CNC1)C2)=O)=O (1R,5S)-3,7-diazabicyclo[3.3.1]nonane-2,4-dione